[C@@H]1([C@H](O)[C@H](O)[C@H](O1)CO)N1C=NC(=C1N)C(=O)N 1-(beta-D-ribofuranosyl)-5-aminoimidazole-4-carboxamide